Pyrrolo[3,4-i][1,6]Benzodiazine N1=CC=CC=2C13C(C=NC2)=CN=C3